4-(hydroxyimino)-1-((1R,2S,3R,3aR,4R)-2,3,4-trihydroxy-2,3,3a,4,5,6-hexahydro-1H-inden-1-yl)-3,4-dihydropyrimidin-2(1H)-one ON=C1NC(N(C=C1)[C@H]1[C@@H]([C@@H]([C@H]2[C@@H](CCC=C12)O)O)O)=O